2,5-dihydropyrazine N=1CC=NCC1